2-[(3-{4-[4-({1-[2-(2,6-dioxopiperidin-3-yl)-1-oxo-3H-isoindol-5-yl]piperidin-4-yl}oxy)piperidin-1-yl]phenyl}-4-oxoquinazolin-6-yl)oxy]-3,6-difluorobenzonitrile O=C1NC(CCC1N1C(C2=CC=C(C=C2C1)N1CCC(CC1)OC1CCN(CC1)C1=CC=C(C=C1)N1C=NC2=CC=C(C=C2C1=O)OC1=C(C#N)C(=CC=C1F)F)=O)=O